ClC1=CC=CC(=N1)/C=N/O (E)-6-Chloropicolinaldehyde oxime